FC=1C=C2CCC(C2=CC1F)NC1=NC(=NC=C1C(=O)N)NC1=C(C=C2CCN(CC2=C1)C)OC 4-[(5,6-difluoro-2,3-dihydro-1H-inden-1-yl)amino]-2-[(6-methoxy-2-methyl-1,2,3,4-tetrahydroisoquinolin-7-yl)amino]pyrimidine-5-carboxamide